(4-amino-6-(4-aminophenyl)pyrimidin-5-yl)cyclohex-3-en-1-carboxylic acid ethyl ester C(C)OC(=O)C1(CC=CCC1)C=1C(=NC=NC1C1=CC=C(C=C1)N)N